FC(C(=O)O)(F)F.C(C)NC=1C2=C(N=C(N1)NC1=C(C=C(C=C1)S(=O)(=O)N1CCC(CC1)N1CCOCC1)OC)NC=C2C(F)(F)F N4-ethyl-N2-(2-methoxy-4-((4-morpholino-piperidin-1-yl)sulfonyl)phenyl)-5-(trifluoromethyl)-7H-pyrrolo[2,3-d]pyrimidine-2,4-diamine 2,2,2-trifluoroacetate